ClC1=CC=C(C=C1)C1C(CCC(C1)(C)C)C=O 2-(4-chlorophenyl)-4,4-dimethylcyclohexane-1-carbaldehyde